[Ru].O.[Ru](Cl)(Cl)Cl ruthenium trichloride hydrate ruthenium salt